C1(=CC=CC=C1)NC1=CC2=C(NC=N2)C=C1 N-phenyl-1H-benzo[d]imidazol-5-amine